1-(2-(6-(2-ethyl-5-fluoro-4-hydroxyphenyl)-4-fluoro-1H-indazol-3-yl)-6,7-dihydro-1H-imidazo[4,5-c]pyridin-5(4H)-yl)-2-(3-methylmorpholino)ethanone C(C)C1=C(C=C(C(=C1)O)F)C1=CC(=C2C(=NNC2=C1)C=1NC2=C(CN(CC2)C(CN2C(COCC2)C)=O)N1)F